6-Cyclobutoxy-4-(3-(5-(cyclopropanecarbonyl)-2,5-diazabicyclo[2.2.2]octane-2-carbonyl)-4-fluorobenzyl)phthalazin-1(2H)-one C1(CCC1)OC=1C=C2C(=NNC(C2=CC1)=O)CC1=CC(=C(C=C1)F)C(=O)N1C2CN(C(C1)CC2)C(=O)C2CC2